5-(2-((cis-4-ethoxycyclohexyl)amino)-7H-pyrrolo[2,3-d]pyrimidin-5-yl)-N-(pyridin-3-yl)pyrazolo[1,5-a]pyridine-3-carboxamide C(C)O[C@H]1CC[C@H](CC1)NC=1N=CC2=C(N1)NC=C2C2=CC=1N(C=C2)N=CC1C(=O)NC=1C=NC=CC1